ClC1=CC=C(C=C1)C1=NC(=C2N1C1=CC=CC=C1C=C2)C#N 1-(4-chlorophenyl)imidazo[1,5-a]quinoline-3-carbonitrile